CN1C(C(=C(C=C1C)C)C1=CC=C(C2=CC=CC=C12)C[C@@H](C(=O)OC)NC(C1=CC=CC=C1)(C1=CC=CC=C1)C1=CC=CC=C1)=O methyl (S)-3-(4-(1,4,6-trimethyl-2-oxo-1,2-dihydropyridin-3-yl) naphthalen-1-yl)-2-(tritylamino)propanoate